N-[3-(4-methylpiperazin-1-yl)phenyl]-5H,6H,7H,8H-pyrido[3,4-d]pyrimidin-2-amine CN1CCN(CC1)C=1C=C(C=CC1)NC=1N=CC2=C(N1)CNCC2